O1N=C(CC1)C1=CC=C(C(=O)N)C=C1 4-(4,5-dihydroisoxazole-3-yl)-benzoic acid amide